COCC(C1=CC(=NC=C1)OCC(F)(F)F)NC(=O)NC1CC2(CC2)C1 1-{2-Methoxy-1-[2-(2,2,2-trifluoro-ethoxy)-pyridin-4-yl]-ethyl}-3-spiro[2.3]hex-5-yl-urea